(3R,4S)-[1-tert-butoxycarbonyl-4-(3-cyanophenyl)-4-hydroxy-piperidin-3-yl](R)-O-acetyl-mandelic acid C(C)(C)(C)OC(=O)N1C[C@H]([C@](CC1)(O)C1=CC(=CC=C1)C#N)[C@@](C(=O)OC(C)=O)(O)C1=CC=CC=C1